C(C)(C)(C)OC(=O)N1CCC(CC1)(CO)[C@@H]([C@H](C)O)NC(C)=O 4-((1S,2S)-1-acetylamino-2-hydroxypropyl)-4-(hydroxymethyl)piperidine-1-carboxylic acid tert-butyl ester